C1(=CC=CC=C1)C=1C=C2C=NN(C2=C(C1)C(=O)N[C@@H](C)C1=CC=C(C(=O)O)C=C1)CC1=CC(=CC=C1)C(F)(F)F (S)-4-(1-(5-phenyl-1-(3-(trifluoromethyl)benzyl)-1H-indazole-7-carboxamido)ethyl)benzoic acid